tert-butyl (12aR)-9-bromo-10-chloro-8-methoxy-6-oxo-3,4,12,12a-tetrahydro-6H-pyrazino[2,1-c][1,4]benzooxazepine-2(1H)-carboxylate BrC1=C(C2=C(C(N3[C@@H](CO2)CN(CC3)C(=O)OC(C)(C)C)=O)C=C1OC)Cl